6-[1-(2-Fluoro-6-methyl-phenyl)-piperidin-4-yl]-7-methyl-1-(2-trimethylsilanyl-ethoxymethyl)-1,4,6,7-tetrahydro-pyrazolo[4,3-d]pyrimidin-5-one FC1=C(C(=CC=C1)C)N1CCC(CC1)N1C(NC2=C(C1C)N(N=C2)COCC[Si](C)(C)C)=O